COC=1C=C(C=CC1OC)/C=C/C(=O)NC1=C(C=CC=C1)OC1=CC=CC=C1 (E)-3-(3,4-dimethoxyphenyl)-N-(2-phenoxyphenyl)acrylamide